N'-(2,3-dihydroxybenzylidene)-2-((3-fluorophenyl)amino)propionyl-hydrazine OC1=C(C=NNC(C(C)NC2=CC(=CC=C2)F)=O)C=CC=C1O